NC([C@H](C)NC1=CC2=C(C=3N(CCO2)C=C(N3)N(C(=O)C3COC3)CC(F)F)C=C1)=C=O (S)-N-(9-((1-amino-1-carbonylpropan-2-yl)amino)-5,6-dihydrobenzo[f]imidazo[1,2-d][1,4]oxazepin-2-yl)-N-(2,2-difluoroethyl)oxetan-3-carboxamide